C(C)(=O)N1CCN(CC1)C1=C2N(C=3N(C1=O)N=C(N3)C=3CCOCC3)[C@H](CC2)C(=O)NC2=CC=C(C=C2)C(F)(F)F |r| rac-6-(4-acetylpiperazin-1-yl)-2-(3,6-dihydro-2H-pyran-4-yl)-5-oxo-N-(4-(trifluoromethyl)phenyl)-5,7,8,9-tetrahydropyrrolo[1,2-c][1,2,4]triazolo[1,5-a]pyrimidine-9-carboxamide